benzyl ((((1R,2S,4S,6R)-2-(methoxymethyl)-6-methyl-3-oxoquinuclidin-2-yl)methoxy)(phenoxy)phosphoryl)-L-alaninate COC[C@]1(N2[C@@H](C[C@@H](C1=O)CC2)C)COP(=O)(OC2=CC=CC=C2)N[C@@H](C)C(=O)OCC2=CC=CC=C2